NC1=C(C=2COCC2C(=C1Cl)Br)C(=O)OC methyl 5-amino-7-bromo-6-chloro-1,3-dihydroisobenzofuran-4-carboxylate